CC1(CC1)OC=1C=C2C(=NNC2=CC1)C1=CC(=NC=C1)N1CCC12CN(C2)CC2CCN(CC2)N2C(C1=CC=CC=C1C2=O)=O [4-[[1-[4-[5-(1-methylcyclopropoxy)-1H-indazol-3-yl]-2-pyridinyl]-1,6-diazaspiro[3.3]hept-6-yl]methyl]-1-piperidinyl]isoindoline-1,3-dione